rac-5-(aminomethyl)-5-(1,5-dimethyl-1H-pyrazol-4-yl)imidazolidine-2,4-dione hydrochloride rac-tert-butyl-{[4-(1,5-dimethyl-1H-pyrazol-4-yl)-2,5-dioxoimidazolidin-4-yl]methyl}carbamate C(C)(C)(C)N(C(O)=O)C[C@]1(NC(NC1=O)=O)C=1C=NN(C1C)C.Cl.NC[C@@]1(C(NC(N1)=O)=O)C=1C=NN(C1C)C |r|